CC1=C(C(=O)N[C@H](C)C2=CC(=NC(=C2)C=2SC=CC2)C=2C=NN(C2)C)C=C(C=C1)N1CCN(CC1)C |o1:6| rel-(R)-2-methyl-N-(1-(2-(1-methyl-1H-pyrazol-4-yl)-6-(thiophen-2-yl)pyridin-4-yl)ethyl)-5-(4-methylpiperazin-1-yl)benzamide